1,4-Bis(5-ethyl-3-methoxy-2-octoxybenzyl)piperazine-1,4-dioxide C(C)C=1C=C(C(=C(C[N+]2(CC[N+](CC2)(CC2=C(C(=CC(=C2)CC)OC)OCCCCCCCC)[O-])[O-])C1)OCCCCCCCC)OC